C(=O)O.C1(CC1)NC(C)C1=CC=C(C=C1)NC1=NC=C(C(=N1)NC=1C=CC2=C(NC(O2)=O)C1)F 5-(2-(4-(1-(cyclopropylamino)ethyl)phenylamino)-5-fluoropyrimidin-4-ylamino)benzo[d]oxazol-2(3H)-one formate salt